C(CC=1NC=CC1)C=1NC=CC1 1,2-ethandiyl-bis(pyrrole)